C(C)(C)(C)[Si](C)(C)OCC1=NC=C(C=C1)OCOC tert-Butyl-[[5-(methoxymethoxy)-2-pyridyl]methoxy]-dimethyl-silane